FC1=CC=C2C=C(C=C(C2=C1F)C#C[Si](C)(C)C)OCOC 2-[7,8-difluoro-3-(methoxymethoxy)-1-naphthyl]ethynyl-trimethyl-silane